benzyl 2-amino-7-cyclopentyl-4-((4-hydroxybutyl) amino)-7H-pyrrolo[2,3-d]pyrimidine-6-carboxylate NC=1N=C(C2=C(N1)N(C(=C2)C(=O)OCC2=CC=CC=C2)C2CCCC2)NCCCCO